FC1(CC(CN(C1)C(C1=CC(=CC(=C1)C1=CC=NC=C1)F)=O)C(=O)O)F 5,5-difluoro-1-(3-fluoro-5-(pyridin-4-yl)benzoyl)piperidine-3-carboxylic acid